CC1=C(C(=C(C(=O)O)C=C1)N)N.OC(C(N)=N)C 2-hydroxypropanimidamide methyl-bis-aminobenzoate